3-(1-ethylcyclopropyl)-5,6-dimethyl-7-(tetrahydropyran-2-ylmethyl)-[1,2,4]triazolo[4,3-a]pyrazin-8-one C(C)C1(CC1)C1=NN=C2N1C(=C(N(C2=O)CC2OCCCC2)C)C